5-[2-(7-methoxyimidazo[1,2-a]pyridin-3-yl)acetyl]-2,2-dimethyl-1,3-dioxane-4,6-dione COC1=CC=2N(C=C1)C(=CN2)CC(=O)C2C(OC(OC2=O)(C)C)=O